tert-butyl (2-(2-(3-(1-(2,6-dioxopiperidin-3-yl)-3-methyl-2-oxo-2,3-dihydro-1H-benzo[d]imidazol-5-yl)propoxy)ethoxy)ethyl)carbamate O=C1NC(CCC1N1C(N(C2=C1C=CC(=C2)CCCOCCOCCNC(OC(C)(C)C)=O)C)=O)=O